methyl (R)-5-((5-fluoro-4-(7-(3-methoxy-2-(4-methylpiperazin-1-yl)propanamido)-1H-indol-3-yl)pyrimidin-2-yl)amino)-2-methylnicotinate FC=1C(=NC(=NC1)NC=1C=NC(=C(C(=O)OC)C1)C)C1=CNC2=C(C=CC=C12)NC([C@@H](COC)N1CCN(CC1)C)=O